C[Si](C#CC1=CSC=C1C)(C)C trimethyl-[(4-methylthiophene-3-yl)ethynyl]silane